FC1(C(C1)CNC(C1=CN=CC(=C1N1CC2(CCCN2)CC1)C1=CC(=CC(=C1)F)F)=O)F N-(2,2-difluorocyclopropyl)methyl-4-(1,7-diaza-7-spiro[4.4]nonyl)-5-(3,5-difluorophenyl)nicotinamide